C1=C(C=CC2=CC=C(C=C12)S(=O)(=O)[O-])S(=O)(=O)[O-].[Na+].[Na+] sodium naphthalene-2,7-disulfonate